4-amino-N-(6-bromo-2,3-dihydrobenzofuran-3-yl)-N-methylimidazo[1,5-a]quinoxaline-8-carboxamide NC=1C=2N(C3=CC(=CC=C3N1)C(=O)N(C)C1COC3=C1C=CC(=C3)Br)C=NC2